BrC1=C(SC=C1)C(=O)N1CCN(CC1)C1=C(C=CC=C1)N(S(=O)(=O)C=1C=CC2=C(C(=CS2)C)C1)CCC1=CC=C(C=C1)Cl 5-(N-(2-(4-(3-bromothiophene-2-carbonyl)piperazin-1-yl)phenyl)-N-(4-chlorophenylethyl)sulfamoyl)-3-methylbenzothiophene